1,5-anhydro-2,3-dideoxy-3-({5-[(6-methoxypyridin-3-yl)methyl]-4-methyl-2,3-dihydro-1-benzofuran-7-carbonyl}amino)-L-threo-pentitol COC1=CC=C(C=N1)CC=1C=C(C2=C(CCO2)C1C)C(=O)N[C@H]1CCOC[C@@H]1O